C(C)(C)(C)OC(=O)N1CC(C1)(O)CC(=O)O 2-(1-tert-butoxycarbonyl-3-hydroxy-azetidin-3-yl)acetic acid